N,N-dimethylcarbamoylmethyl-p-hydroxybenzoate CN(C(=O)COC(C1=CC=C(C=C1)O)=O)C